2-amino-1-(2'-methoxy-[1,1'-biphenyl]-4-yl)ethan-1-ol NCC(O)C1=CC=C(C=C1)C1=C(C=CC=C1)OC